Vinyl Valproate C(C(CCC)CCC)(=O)OC=C